ClN1CN=C2C=CC(=C(C2=C1)F)Br 3-chloro-6-bromo-5-fluoroquinazolin